F[B-](F)(F)F.N1(N=NC2=C1C=CC=C2)OC(=[N+](C)C)N(C)C 2-(1H-benzotriazoL-1-yl)-1,1,3,3-tetramethyluronium tetrafluoroborate